ClC1=NC=CC2=C1C(=CN2COCC[Si](C)(C)C)C2=CC(=CC=C2)OCC2CCC(CC2)(F)F 4-chloro-3-{3-[(4,4-difluorocyclohexyl)methoxy]phenyl}-1-{[2-(trimethyl-silyl)ethoxy]methyl}-1H-pyrrolo[3,2-c]pyridine